1-(2-pyridinyl)cyclopropylamine dihydrochloride Cl.Cl.N1=C(C=CC=C1)C1(CC1)N